C(#N)C1=CC(=NC=C1)S(=O)[O-].[Na+] Sodium (4-cyano-2-pyridinyl)sulfinate